(S)-N'-((1,2,3,5,6,7-hexahydro-s-indacen-4-yl)carbamoyl)-7,7-dimethyl-6,7-dihydro-5H-pyrazolo[5,1-b][1,3]oxazine-3-sulfonimidamide C1CCC2=C(C=3CCCC3C=C12)NC(=O)N=[S@@](=O)(N)C=1C=NN2C1OCCC2(C)C